ClC1=C(C=C(C(=O)NC2=CC=C(C=C2)[C@H]2CNCCC2)C=C1)OC (S)-4-Chloro-3-methoxy-N-(4-(piperidin-3-yl)-phenyl)-benzamid